4-(2',4'-dichloro-4-cyclopropyl[1,1'-biphenyl]-3-yl)-5-hydroxy-2,2,6,6-tetramethyl-2H-pyran-3(6H)-one ClC1=C(C=CC(=C1)Cl)C1=CC(=C(C=C1)C1CC1)C=1C(C(OC(C1O)(C)C)(C)C)=O